(R)-6-chloro-7-(2-(((3-chloropyridin-2-yl)oxy)methyl)pyrrolidin-1-yl)-1-(6-(dimethyl-amino)pyridin-3-yl)-4-oxo-1,4-dihydroquinoline-3-carboxylic acid ClC=1C=C2C(C(=CN(C2=CC1N1[C@H](CCC1)COC1=NC=CC=C1Cl)C=1C=NC(=CC1)N(C)C)C(=O)O)=O